2-hydroxy-1,4-dimethyl-9H-thioxanthone OC1=C(C=2C(C3=CC=CC=C3SC2C(=C1)C)=O)C